FC1=C(COCC2CC(C2)O)C=C(C(=C1)F)F 3-(((2,4,5-trifluorobenzyl)oxy)methyl)cyclobutanol